OC=1C(=C2C=C(C(=CC2=C(C1)C)C(=O)O)C)C 6-hydroxy-3,5,8-trimethyl-2-naphthoic acid